2-{[3-cyano-4-(4-methoxyphenyl)-5-methylthiophen-2-yl]carbamoyl}benzene-1,4-dicarboxylic acid C(#N)C1=C(SC(=C1C1=CC=C(C=C1)OC)C)NC(=O)C1=C(C=CC(=C1)C(=O)O)C(=O)O